(1R,3S)-3-(chloroethynyl)-2,2-dimethylcyclopropanecarboxylic acid ClC#C[C@@H]1C([C@@H]1C(=O)O)(C)C